ClC1CC(N(S1)C)=O 5-Chloro-2-methylisothiazolin-3-on